BrC=1C(=C(C=C(C(=O)O)C1)C(=O)O)C 5-Bromo-4-methyl-isophthalic acid